1-(2-(5-ethyl-1H-imidazol-1-yl)ethyl)-3-methyl-5-(1-methyl-1H-pyrrol-2-yl)-1,2,3,6-tetrahydropyridine C(C)C1=CN=CN1CCN1CC(C=C(C1)C=1N(C=CC1)C)C